NC1=NC=2C=C(C(=CC2C2=C1COC2)C(=O)N([C@H]2CCC1=NC(=CC=C12)C(F)(F)F)C)F 4-amino-7-fluoro-N-methyl-N-((5S)-2-(trifluoromethyl)-6,7-dihydro-5H-cyclopenta[b]pyridin-5-yl)-1,3-dihydrofuro[3,4-c]-quinoline-8-carboxamide